C(C)NC(=O)N1C(COCC1)C1=C(C2=C(NC(=N2)[C@@H](NC(=O)C=2C(=NOC2)C)C2CCC(CC2)C)C=C1)F N-ethyl-3-(4-fluoro-2-{(S)-(4-methylcyclohexyl)[(3-methylisoxazole-4-carbonyl)amino]-methyl}-1H-benzoimidazol-5-yl)morpholine-4-carboxamide